3-(3,4-dichlorobenzyl)-8-(1-ethyl-3-(trifluoromethyl)-1H-pyrazol-4-yl)-6-((2-imino-3-methyl-2,3-dihydro-1H-imidazol-1-yl)methyl)chroman-4-one ClC=1C=C(CC2COC3=C(C=C(C=C3C2=O)CN2C(N(C=C2)C)=N)C=2C(=NN(C2)CC)C(F)(F)F)C=CC1Cl